C1(CC1)C([C@@H](C=1OC2=C(N1)C=C(C=C2)CN2C(N[C@@H](C2)C(F)(F)F)=O)NC(C(C2=CC=C(C=C2)C)(F)F)=O)C2CC2 N-((S)-2,2-dicyclopropyl-1-(5-(((S)-2-oxo-4-(trifluoro-methyl)imidazolidin-1-yl)methyl)benzo[d]oxazol-2-yl)ethyl)-2,2-difluoro-2-(p-tolyl)acetamide